O=C1C(C(C2=CC=CC=C12)=O)=CC1=CC=C(O1)C=1C=CC(=C(C(=O)O)C1)O 5-[5-[(1,3-Dihydro-1,3-dioxo-2H-inden-2-ylidene)methyl]-2-furanyl]-2-hydroxybenzoic acid